3-[(1R)-2,2-difluorocyclopropyl]-1-[[2-(methoxymethyl)-6-(trifluoromethyl)imidazo[2,1-B][1,3,4]thiadiazol-5-yl]methyl]-2H-pyrrol-5-one FC1([C@H](C1)C=1CN(C(C1)=O)CC1=C(N=C2SC(=NN21)COC)C(F)(F)F)F